NC1=C(C=C(C=N1)NC(C(=O)N1[C@@H](CC[C@H](C1)C)C=1C=C2CCC(NC2=CC1)=O)=O)CC N-(6-amino-5-ethyl-3-pyridyl)-2-[(2S,5R)-5-methyl-2-(2-oxo-3,4-dihydro-1H-Quinolin-6-yl)-1-piperidyl]-2-oxo-acetamide